C1(CC1)C=1N=NN(C1)[C@@H](C(=O)N1[C@@H](C[C@H](C1)O)C(=O)NC1CS(CC1)=O)C(C)(C)C (2S,4R)-1-[(2R)-2-(4-cyclopropyltriazol-1-yl)-3,3-dimethyl-butanoyl]-4-hydroxy-N-(1-oxothiolan-3-yl)pyrrolidine-2-carboxamide